5-[3-hydroxy-2,2-bis(hydroxymethyl)propyl]-N,N,2-trimethyl-benzenesulfonamide OCC(CC=1C=CC(=C(C1)S(=O)(=O)N(C)C)C)(CO)CO